FC1=CC=C2C(C(COC2=C1)(C)C)(O)CS(=O)(=O)NC(OC(C)(C)C)=O tert-butyl (((7-fluoro-4-hydroxy-3,3-dimethylchroman-4-yl)methyl)sulfonyl)carbamate